C(C1=CC=CC=C1)(=O)C1=C(C=C(O)C(=C1)C(C1=CC=CC=C1)=O)O 4,6-dibenzoylresorcinol